pentylene glycol monolauryl ether C(CCCCCCCCCCC)OCCCCCO